CN1CCC2(CCN(CC2)C(=O)OC(C)(C)C)CC1 tert-butyl 9-methyl-3,9-diazaspiro[5.5]undecane-3-carboxylate